C1(=CC=CC=C1)N1CC2C(C1)CN(C2)C(=O)N 5-phenylhexahydropyrrolo[3,4-c]pyrrole-2(1H)-carboxamide